NC1=NNC2=CC=C(C(=C12)C)C1=C(C=C(C=C1)S(=O)(=O)N[C@H]1[C@H](CCC1)O)Cl 4-(3-amino-4-methyl-1H-indazol-5-yl)-3-chloro-N-((1R,2S)-2-hydroxycyclopentyl)benzenesulfonamide